C1(=CC=CC=C1)C=1C=C2C=CN(C2=C(C1)C(=O)NCC1=CC=C(C(=O)O)C=C1)CC1=CC=C(C=C1)C(F)(F)F 4-((5-Phenyl-1-(4-(trifluoromethyl)benzyl)-1H-indol-7-amido)methyl)benzoic acid